(2-fluorobenzyl)-1,3,4-thiadiazole-2-amine FC1=C(CC2=NN=C(S2)N)C=CC=C1